tri(3-ethoxyphenyl)bismuth C(C)OC=1C=C(C=CC1)[Bi](C1=CC(=CC=C1)OCC)C1=CC(=CC=C1)OCC